pyridinamine hafnium [Hf].N1=C(C=CC=C1)N